FC(OC1=C(C=C(C=C1)S(=O)(=O)C=1N=CNC1)C1=NN(C=C1NC(=O)C=1C=NN2C1N=CC=C2)C)F N-[3-[2-(difluoromethoxy)-5-(1H-imidazol-4-ylsulfonyl)phenyl]-1-methyl-pyrazol-4-yl]pyrazolo[1,5-a]pyrimidine-3-carboxamide